4-(5-(trifluoromethyl)pyridin-2-yl)-1H-imidazole FC(C=1C=CC(=NC1)C=1N=CNC1)(F)F